2-(tert-butyl) 1-methyl 1a,6b-dihydrocyclopropa[b]indole-1,2(1H)-dicarboxylate C1(C2N(C=3C=CC=CC3C21)C(=O)OC(C)(C)C)C(=O)OC